COC1=C(CN(C(=O)C2=NN3C(CN(CCC3)C(=O)OC(C)(C)C)=C2CO)C)C=CC(=C1)OC tert-butyl 2-((2,4-dimethoxybenzyl)(methyl)carbamoyl)-3-(hydroxymethyl)-7,8-dihydro-4H-pyrazolo[1,5-a][1,4]diazepine-5(6H)-carboxylate